benzyl acrylate (benzoyl acrylate) C(C1=CC=CC=C1)(=O)C(C(=O)O)=C.C(C=C)(=O)OCC1=CC=CC=C1